(R,6S)-6-(methylamino)-N'-(tricyclo[6.2.0.03,6]deca-1,3(6),7-trien-2-ylcarbamoyl)-6,7-dihydro-5H-pyrazolo[5,1-b][1,3]oxazine-3-sulfonimidamide CN[C@H]1CN2C(OC1)=C(C=N2)[S@@](=O)(N)=NC(NC2=C1CCC1=CC=1CCC21)=O